2-(6-(2-ethyl-5-fluoro-4-hydroxyphenyl)-1H-indazol-3-yl)-4,5,6,7-tetrahydro-3H-imidazo[4,5-c]pyridine-6-carboxylic acid (R)-pyrrolidin-3-yl ester N1C[C@@H](CC1)OC(=O)C1CC2=C(CN1)NC(=N2)C2=NNC1=CC(=CC=C21)C2=C(C=C(C(=C2)F)O)CC